6-(trifluoro-methyl)pyridin-3-ol FC(C1=CC=C(C=N1)O)(F)F